4-(6-cyano-2H-indazol-2-yl)-4-(5-methoxy-7-methyl-1H-indol-4-yl)butanoic acid C(#N)C=1C=CC2=CN(N=C2C1)C(CCC(=O)O)C1=C2C=CNC2=C(C=C1OC)C